ClC1=CC=C(CNC(=O)C2=CC=C3C(N(NC3=C2)C2C(NC(CC2)=O)=O)=O)C=C1 N-(4-chlorobenzyl)-2-(2,6-dioxopiperidin-3-yl)-3-oxo-2,3-dihydro-1H-indazole-6-carboxamide